CN([C@@H](CCO)C1=CC=CC=C1)C (s)-3-dimethylamino-3-phenylpropanol